3-(Hydroxymethyl)-9,10-dihydro-5H-pyrano[2,3-c][1,5]naphthyridin-6(8H)-one OCC1=CN=C2C3=C(C(NC2=C1)=O)OCCC3